BrC1=CC=C(O1)C(=O)N(CC=1OC=CC1)CC1=C(C=CC(=C1)Cl)N(S([O-])(=O)=O)CC N-(2-((5-bromo-N-(furan-2-ylmethyl)furan-2-carboxamido)methyl)-4-chlorophenyl)-N-ethylsulfamate